(3S)-N-[(3S,4R)-3-hydroxy-2,2-dimethyl-chroman-4-yl]-3-(2-imino-4,4-dimethyl-6-oxo-hexahydropyrimidin-1-yl)-2,2-dimethyl-3H-benzofuran-5-carboxamide O[C@@H]1C(OC2=CC=CC=C2[C@H]1NC(=O)C=1C=CC2=C([C@@H](C(O2)(C)C)N2C(NC(CC2=O)(C)C)=N)C1)(C)C